C(C=C)N1C(C2=CC=CC=C2C2=C1C=1C=C3C(=CC1C2=O)OCO3)=O 6-allyl-5H-[1,3]dioxolo[4',5':5,6]indeno[1,2-c]isoquinoline-5,12(6H)-dione